trans-2-(4-((4-(4-((2,6-dioxopiperidin-3-yl)amino)-2-fluorophenyl)piperazin-1-yl)methyl)cyclohexyl)acetic acid O=C1NC(CCC1NC1=CC(=C(C=C1)N1CCN(CC1)C[C@@H]1CC[C@H](CC1)CC(=O)O)F)=O